OC1=C(C(=CC=2OC3=CC=C(C=C3C(C12)=O)O)O)CC=C(C)C 1,3,7-trihydroxy-2-prenylxanthone